COC(C1=C(C=CC=C1)[C@H]1O[C@H](C[C@@H]1OCCl)N1C2=NC=NC(=C2N=C1)NC(C1=CC=CC=C1)=O)=O ((2R,3S,5R)-5-(6-benzoylamino-9H-purin-9-yl)-3-(chloromethoxy)tetrahydrofuran-2-yl)benzoic acid methyl ester